4-hydroxy-4-(4-nitrophenyl)-2-butanone OC(CC(C)=O)C1=CC=C(C=C1)[N+](=O)[O-]